CC=1C=C(C(=O)O)C=C(C1OC)C 3,5-dimethyl-4-methoxybenzoic acid